ClC1=NC(=C2N=CN(C2=N1)C=1C=NC=C(C1)C)Cl 2,6-Dichloro-9-(5-methylpyridin-3-yl)-9H-purine